methyl 5-{[(5-fluoro-6-methylpyridin-2-yl) carbonyl] amino}-2-(3-hydroxy-3-methylbutyl)-2H-indazole-6-carboxylate FC=1C=CC(=NC1C)C(=O)NC1=CC2=CN(N=C2C=C1C(=O)OC)CCC(C)(C)O